2-({4-[(furan-2-yl)methyl]}-5-(1H-indol-3-yl)-4H-1,2,4-triazol-3-ylSulfonyl)acetamide O1C(=CC=C1)CN1C(=NN=C1C1=CNC2=CC=CC=C12)S(=O)(=O)CC(=O)N